benzylspiro[indolin-2,4'-piperidin]-3-ol C(C1=CC=CC=C1)N1CCC2(CC1)NC1=CC=CC=C1C2O